6-tert-Butyl-1,1-dimethyl-4-indanylmethyl ketone C(C)(C)(C)C1=CC(=C2CCC(C2=C1)(C)C)CC(=O)CC1=C2CCC(C2=CC(=C1)C(C)(C)C)(C)C